CN1N=C(C=C1)C=1SC=C(N1)NC(OC(C)(C)C)=O tert-butyl N-[2-(1-methylpyrazol-3-yl)thiazol-4-yl]carbamate